5-[3-acetyl-6-[5-[(6-methylpyridazin-3-yl)amino]benzimidazol-1-yl]-2-pyridinyl]pyridine-3-carbonitrile C(C)(=O)C=1C(=NC(=CC1)N1C=NC2=C1C=CC(=C2)NC=2N=NC(=CC2)C)C=2C=C(C=NC2)C#N